7-(2-(difluoromethyl)-6-methyl-3-(1-methyl-1H-pyrazol-4-yl)phenyl)-N-methyl-2,3-dihydrobenzo[f][1,4]oxazepine-4(5H)-carboxamide FC(C1=C(C(=CC=C1C=1C=NN(C1)C)C)C=1C=CC2=C(CN(CCO2)C(=O)NC)C1)F